ClC=1C=C2C=NC(=NC2=CC1C1CCN(CC1)[C@]1([C@H](COC1)O)C)NC=1C=NN(C1Cl)C1CC1 |o1:17,18| (3R,4R)- or (3S,4S)-4-(4-(6-chloro-2-((5-chloro-1-cyclopropyl-1H-pyrazol-4-yl)amino)quinazolin-7-yl)piperidin-1-yl)-4-methyltetrahydrofuran-3-ol